3-Amino-7-fluoro-8-(2-methoxypyridin-3-yl)-N-propylimidazo[1,2-a]pyridine-2-carboxamide NC1=C(N=C2N1C=CC(=C2C=2C(=NC=CC2)OC)F)C(=O)NCCC